6,7-difluoro-2-methyl-11-[[[(3S)-1-(6-methyl-3-pyridinyl)-3-piperidinyl]amino]methyl]-4-oxa-1-azatricyclo[7.3.1.05,13]tridecane-5(13),6,8,11-tetraen-10-one FC=1C=2OCC(N3C=C(C(C(=CC1F)C32)=O)CN[C@@H]3CN(CCC3)C=3C=NC(=CC3)C)C